(R)-7-(5-chloro-2-((5-methylthiazol-2-yl)amino)pyridine-4-yl)-2-(5-fluoro-2-(hydroxymethyl)benzyl)-3-(methoxymethyl)-3,4-dihydropyrrolo[1,2-a]pyrazine-1(2H)-one ClC=1C(=CC(=NC1)NC=1SC(=CN1)C)C=1C=C2N(C[C@@H](N(C2=O)CC2=C(C=CC(=C2)F)CO)COC)C1